FC(C(C(C(OC)(F)F)(F)F)(F)F)(F)F 1,1,1,2,2,3,3,4,4-nonafluoro-4-methoxybutane